C1(CC1)[C@H](C)C1=C(C(=CC=C1)[C@@H](C)C1CC1)NC(=O)C1=C(OC=C1C(C)(C)O)S(=O)(=O)N ((2,6-bis((S)-1-cyclopropylethyl)phenyl)carbamoyl)-4-(2-hydroxypropan-2-yl)furan-2-sulfonamide